3,3'-bis(9H-carbazole-9-yl)-1,1'-biphenyl C1=CC=CC=2C3=CC=CC=C3N(C12)C=1C=C(C=CC1)C1=CC(=CC=C1)N1C2=CC=CC=C2C=2C=CC=CC12